8-(4-(3-(2-((2-(2,6-dioxopiperidin-3-yl)-1-oxoisoindolin-4-yl)amino)ethoxy)propanoyl)piperazin-1-yl)-9-ethyl-6,6-dimethyl-11-oxo-6,11-dihydro-5H-benzo[b]carbazole-3-carbonitrile O=C1NC(CCC1N1C(C2=CC=CC(=C2C1)NCCOCCC(=O)N1CCN(CC1)C=1C(=CC2=C(C(C=3NC4=CC(=CC=C4C3C2=O)C#N)(C)C)C1)CC)=O)=O